5-(benzyloxy)-1-(6-fluoroindeno[1,2-a]inden-4b(9H)-yl)-3-methyl-2,3-dihydro-1H-pyrido[2,1-f][1,2,4]triazine-4,6-dione C(C1=CC=CC=C1)OC=1C(C=CN2N(CN(C(C21)=O)C)C21C(=CC3=CC=CC=C23)CC=2C=CC(=CC21)F)=O